ClC1=CC(=C(COC2=CC=CC(=N2)C2CCN(CC2)CC2=NC3=C(N2CCN2C(OCC2)=O)C=C(C=C3)C(=O)O)C=C1)F 2-[(4-{6-[(4-chloro-2-fluorobenzyl)oxy]pyridin-2-yl}piperidin-1-yl)methyl]-1-[2-(2-oxo-1,3-oxazolidin-3-yl)ethyl]-1H-benzimidazole-6-carboxylic acid